CN1N=CC(=C1)C1=NC=2C(=NC=CC2C=2C=CC3=C(CCCC[C@H]3NC(=O)C3=NOC(=C3)C3(CC3)C)C2)N1 5-(1-Methyl-cyclopropyl)-isoxazole-3-carboxylic acid {(R)-2-[2-(1-methyl-1H-pyrazol-4-yl)-3H-imidazo[4,5-b]pyridin-7-yl]-6,7,8,9-tetrahydro-5H-benzocyclohepten-5-yl}-amide